tert-butyl bromide C(C)(C)(C)Br